(S)-2,2-dimethyl-N1-(6-oxo-6,7-dihydro-5H-dibenzo[b,d]azepin-7-yl)-N3-(2,2,3,3,3-pentafluoropropyl)malonamide CC(C(=O)N[C@H]1C2=C(C3=C(NC1=O)C=CC=C3)C=CC=C2)(C(=O)NCC(C(F)(F)F)(F)F)C